1-bromo-4-methyl-3-oxo-5,7-dihydro-2H-cyclopenta[c]pyridine-6,6-dicarboxylic acid dimethyl ester COC(=O)C1(CC=2C(=C(NC(C2C)=O)Br)C1)C(=O)OC